N=1C=NN2C=NC(=CC21)OC2=C(C=C(C=C2)NC2=NC=NC1=CC=C(C(=C21)N2C1CCN(C1C2)C)OC)C racemic-N-(4-([1,2,4]triazolo[1,5-c]pyrimidin-7-yloxy)-3-methylphenyl)-6-methoxy-5-(2-methyl-2,6-diazabicyclo[3.2.0]heptan-6-yl)quinazolin-4-amine